FC(C1CCCC=2N1N=C(N2)C(=O)N)(F)F 5-(trifluoromethyl)-5,6,7,8-tetrahydro-[1,2,4]triazolo[1,5-a]pyridine-2-carboxamide